1-(5-(((2R,6S)-2,6-dimethyl-4-((tetrahydro-2H-pyran-4-yl)methyl)piperazin-1-yl)methyl)benzo[d]isoxazol-3-yl)dihydropyrimidine-2,4(1H,3H)-dione C[C@H]1N([C@H](CN(C1)CC1CCOCC1)C)CC=1C=CC2=C(C(=NO2)N2C(NC(CC2)=O)=O)C1